C1(=C(C=CC=C1)C=1C=CC2=C(N=CCO2)C1)C 6-(2-tolyl)-1,4-benzoxazine